FC=1C=C(CN2C[C@H](CCC2)C(\C=C\N(C)C)=O)C=CC1F (S,E)-1-(1-(3,4-Difluorobenzyl)piperidin-3-yl)-3-(dimethylamino)prop-2-en-1-one